2-((1R,2S)-1-(2-chlorophenyl)-1-(2H-indazol-2-yl)propan-2-yl)-5-hydroxy-N-(isoxazol-4-yl)-1-methyl-6-oxo-1,6-dihydropyrimidine-4-carboxamide ClC1=C(C=CC=C1)[C@@H]([C@H](C)C=1N(C(C(=C(N1)C(=O)NC=1C=NOC1)O)=O)C)N1N=C2C=CC=CC2=C1